C(C)(=O)OCC(C(C)C)NC(=O)C(CC(=O)O)N 3-{[1-(acetyloxy)-3-methylbutan-2-yl]carbamoyl}-3-aminopropanoic acid